(S)-2-(5-cyclobutylpyridin-2-yl)-N-(3-(1-((2-ethyl-2H-pyrazolo[3,4-b]pyrazin-6-yl)amino)ethyl)-4-methylphenyl)acetamide C1(CCC1)C=1C=CC(=NC1)CC(=O)NC1=CC(=C(C=C1)C)[C@H](C)NC=1C=NC=2C(N1)=NN(C2)CC